O=C1NC(CCC1NC(C1=C(C=C(C=C1)N1CCC(CC1)CC=O)F)=O)=O N-(2,6-dioxopiperidin-3-yl)-2-fluoro-4-(4-(2-oxoethyl)piperidin-1-yl)benzamide